(Z)-oct-3-en-1-yl vinylphosphonate C(=C)P(OCC\C=C/CCCC)([O-])=O